COC1=NC=CC(=N1)CN1CC2(CC1=O)CCN(CC2)C(=O)OC(C)(C)C tert-butyl 2-((2-methoxypyrimidin-4-yl)methyl)-3-oxo-2,8-diazaspiro[4.5]decane-8-carboxylate